4-chloro-2-(perfluoroethyl)imidazo[1,2-a][1,8]naphthyridine-8-carbaldehyde ClC=1C=2C=CC=3N(C2N=C(C1)C(C(F)(F)F)(F)F)C=C(N3)C=O